N-[5-[4-(3,3-dimethylazetidine-1-carbonyl)phenyl]-[1,2,4]triazolo[1,5-a]pyridin-2-yl]cyclopropanecarboxamide CC1(CN(C1)C(=O)C1=CC=C(C=C1)C1=CC=CC=2N1N=C(N2)NC(=O)C2CC2)C